(3-((1H-pyrazol-3-yl)amino)-5-fluorobenzyl)carbamic acid tert-butyl ester C(C)(C)(C)OC(NCC1=CC(=CC(=C1)F)NC1=NNC=C1)=O